(R)-3-(1-Acryloylpyrrolidin-3-yl)-7-amino-1-(4-(3,5-difluorophenoxy)phenyl)-1,5-dihydro-4H-pyrazolo[3,4-d]pyridazin-4-on C(C=C)(=O)N1C[C@@H](CC1)C1=NN(C=2C(=NNC(C21)=O)N)C2=CC=C(C=C2)OC2=CC(=CC(=C2)F)F